N-({3-[(isobutyryloxy)methoxy]-4-methoxypyridin-2-yl}carbonyl)-L-alanine (2s,3s)-3-(4-fluoro-2-methylphenyl)-4-methylpentan-2-yl ester FC1=CC(=C(C=C1)[C@@H]([C@H](C)OC([C@@H](NC(=O)C1=NC=CC(=C1OCOC(C(C)C)=O)OC)C)=O)C(C)C)C